(E)-1-(((3r,5r,7r)-adamantan-1-yl)methyl)-3-(benzo[d]thiazol-7-yl)-2-cyanoguanidine C12(CC3CC(CC(C1)C3)C2)CN/C(=N\C#N)/NC2=CC=CC=3N=CSC32